9,9-bis(4-(2-hydroxyethoxy)-1-naphthyl)-1,8-dinaphthyl-fluorene OCCOC1=CC=C(C2=CC=CC=C12)C1(C2=C(C=CC=C2C=2C=CC=C(C12)C1=CC=CC2=CC=CC=C12)C1=CC=CC2=CC=CC=C12)C1=CC=C(C2=CC=CC=C12)OCCO